CN(C1(CCC(CC1)=O)C1=NC=CN=C1)C 4-Dimethylamino-4-pyrazin-2-yl-cyclohexan-1-one